OCC1(CCC1)N1C(C(=CC=C1)COC=1C=CC2=C(C=C(O2)C)C1)OC N-(1-(hydroxymethyl)cyclobutyl)-5-((2-methoxypyridin-3-yl)methoxy)-2-methylbenzofuran